1-[3-cyclopropyl-5-(2-methylpropylsulfamoyl)-7,8-dihydro-6H-cyclopenta[g]isoquinolin-6-yl]-3-ethylurea C1(CC1)C=1N=CC2=CC3=C(C(=C2C1)S(NCC(C)C)(=O)=O)C(CC3)NC(=O)NCC